COC(C1CCN(CC1)C1=C(C=C(C=C1)NC1C(NC(CC1)=O)=O)F)OC 3-((4-(4-(dimethoxymethyl)piperidin-1-yl)-3-fluorophenyl)amino)piperidine-2,6-dione